OC1=CC(=C(C=2OC3=CC(=C(C=C3C(C12)=O)O)O)CCC(=C)C)O 1,3,6,7-tetrahydroxy-4-isopentenyl-xanthone